4-(2-chlorobenzyl)-1-(pyridine-4-yl)-[1,2,4]triazolo[4,3-a]quinazolin-5(4H)-one ClC1=C(CN2C=3N(C4=CC=CC=C4C2=O)C(=NN3)C3=CC=NC=C3)C=CC=C1